9-benzyl-8-(6-fluoro-4-methylpyridin-3-yl)-6-(1-methylcyclobutoxy)-9H-purine C(C1=CC=CC=C1)N1C2=NC=NC(=C2N=C1C=1C=NC(=CC1C)F)OC1(CCC1)C